ClC1=CC(=C(C=C1)C1=NC(=NC2=C1N=C(N(C2=O)C)C(F)(F)F)[C@H]2C[C@H](OCC2)C2=NN(N=C2)C)F 8-(4-chloro-2-fluoro-phenyl)-3-methyl-6-[(2S,4R)-2-(2-methyltriazol-4-yl)tetrahydropyran-4-yl]-2-(trifluoromethyl)pyrimido[5,4-d]pyrimidin-4-one